2,5-dioxopyrrolidin-1-yl N6-[(benzyloxy)carbonyl]-N2-(tert-butoxycarbonyl)-L-lysinate C(C1=CC=CC=C1)OC(=O)NCCCC[C@H](NC(=O)OC(C)(C)C)C(=O)ON1C(CCC1=O)=O